methyl 5-bromo-3-chloropicolinate BrC=1C=C(C(=NC1)C(=O)OC)Cl